COC(CNC(CNC(=O)OCC1C2=CC=CC=C2C=2C=CC=CC12)=O)=O ({N-[(9H-fluoren-9-ylmethoxy)carbonyl]glycyl}amino)acetic acid methyl ester